2-(2-(trifluoromethyl)-4H-pyrrolo[2,3-d]thiazol-6-yl)acetic acid FC(C=1SC2=C(N1)NC=C2CC(=O)O)(F)F